O1[C@H](COC2=C1C=CC=C2)C2=CC=C(CN[C@@H]1CC[C@H](CC1)C(=O)N)C=C2 trans-4-({4-[(2S)-2,3-dihydro-1,4-benzodioxin-2-yl]benzyl}amino)cyclohexanecarboxamide